2-(3-(8-amino-6-(1-methyl-1H-pyrazol-5-yl)imidazo[1,2-a]pyrazin-3-yl)-4-methylphenyl)-1,1-difluoropropan-2-ol NC=1C=2N(C=C(N1)C1=CC=NN1C)C(=CN2)C=2C=C(C=CC2C)C(C(F)F)(C)O